NC1=CC=C(C(=C1C(=O)N(C)C)F)C=1C(=C2C(=NC1)NC[C@]21CC(NCC1)=O)Cl (R)-6-Amino-3-(4'-chloro-2-oxo-1',2'-dihydrospiro[piperidine-4,3'-pyrrolo[2,3-b]pyridin]-5'-yl)-2-fluoro-N,N-dimethylbenzamide